FC(C=1N=CC(=NC1)NC1CCC2(CN(C2)C(=O)OC(C)(C)C)CC1)(F)F tert-butyl 7-[[5-(trifluoromethyl)pyrazin-2-yl]amino]-2-azaspiro[3.5]nonane-2-carboxylate